PYRIDYL-AMINOACETIC ACID N1=C(C=CC=C1)C(C(=O)O)N